FC1=C(C(=CC(=C1)C1=NC(=CN=C1)CC(C)C)F)N1CCC(CC1)CC(=O)O 2-[1-[2,6-difluoro-4-(6-isobutylpyrazin-2-yl)phenyl]-4-piperidinyl]acetic acid